(2-bromo-4-methyl-phenyl)methanesulfonyl chloride BrC1=C(C=CC(=C1)C)CS(=O)(=O)Cl